ClC1=CC2=C(N(C(N=C2N2[C@H](CN(CC2)C(C=C)=O)C)=O)C2=C(N=CS2)C2CC2)N=C1C1=C(C=CC=C1)F 6-chloro-1-(4-cyclopropyl-1,3-thiazol-5-yl)-7-(2-fluorophenyl)-4-((2S)-2-methyl-4-(2-propenoyl)-1-piperazinyl)pyrido[2,3-d]pyrimidin-2(1H)-one